1-chloro-4-(1,1-difluoroethyl)-2-fluorobenzene ClC1=C(C=C(C=C1)C(C)(F)F)F